4-amino-6-ethoxy-7-(1-methylcyclopropyl)-N-(4-((methylthio)methyl)phenyl)-7H-pyrrolo[2,3-d]pyrimidine-5-carboxamide NC=1C2=C(N=CN1)N(C(=C2C(=O)NC2=CC=C(C=C2)CSC)OCC)C2(CC2)C